(Z)-2-(5-fluoro-2-methyl-1-(4-ethoxybenzylidene)-1H-inden-3-yl)acetic acid FC=1C=C2C(=C(/C(/C2=CC1)=C/C1=CC=C(C=C1)OCC)C)CC(=O)O